1-[3-(2-methoxyethoxy)-4-phenoxyphenyl]-3-(5-methylthiophene-2-yl)urea COCCOC=1C=C(C=CC1OC1=CC=CC=C1)NC(=O)NC=1SC(=CC1)C